4-{[4-(5-Chloro-2-methoxy-benzenesulfonyl)-1-oxo-1,2,3,4-tetrahydro-benzo[1,4]thiazine-6-carbonyl]amino}-benzoic acid ClC=1C=CC(=C(C1)S(=O)(=O)N1CCS(C2=C1C=C(C=C2)C(=O)NC2=CC=C(C(=O)O)C=C2)=O)OC